CN1N=C(C2=CC=CC(=C12)OC1CCN(CC1)C(=O)C=1N(C=CC1)C)C1C(NC(CC1)=O)=O 3-(1-Methyl-7-((1-(1-methyl-1H-pyrrole-2-carbonyl)piperidin-4-yl)oxy)-1H-indazol-3-yl)piperidine-2,6-dione